[2H]C1=NC(=NC(=C1Cl)OC([2H])([2H])[2H])N[C@H]1CN(CC1)C(=O)C1=CC=C(C=C1)NC(C=C)=O (R)-N-(4-(3-((4-deutero-5-chloro-6-(trideuteromethoxy)pyrimidin-2-yl)amino)pyrrolidine-1-carbonyl)phenyl)acrylamide